Cl.C(C)[C@H]1[C@@H](C1)N |r| (+/-)-(trans)-2-ethylcyclopropylamine, hydrochloride